5-methyl-5,6-dihydro-4H-thieno[2,3-B]pyrrole-2-carboxylic acid methyl ester COC(=O)C1=CC2=C(NC(C2)C)S1